NC=1C(=CC2=C(CCO2)C1)NS(=O)(=O)C N-(5-amino-2,3-dihydrobenzofuran-6-yl)methanesulfonamide